4-((2S,4S)-4-(2-Fluoroethoxy)-1-((5-methoxy-7-methyl-1H-indol-4-yl)amino)piperidin-2-yl)benzoic acid FCCO[C@@H]1C[C@H](N(CC1)NC1=C2C=CNC2=C(C=C1OC)C)C1=CC=C(C(=O)O)C=C1